C1(=CC=CC=C1)C=1C(=C2C(=CC1)N=C1C=CC3=C4C=CC=CC4=NC3=C12)C1=NN=NC(=C1C1=CC=CC2=CC=CC=C12)C1=CC=CC=C1 phenyl[phenyl(naphthalenyl)triazinyl]indolocarbazole